S1C(=NC2=C1C=CC=C2)C2=C(C=CC(=C2)[N+](=O)[O-])NC(C2=CC=CC=C2)=O N-(2-(benzo[d]thiazol-2-yl)-4-nitrophenyl)benzamide